CO[C@]12[C@@H](CN(C1)C1=CC3=C(C[C@H](CO3)NC(=O)C3=C(C=4C(=NC(=CC4)C)S3)N)C=C1)NCC2 N-[(3R)-7-[(3aS,6aR)-3a-methoxy-octahydropyrrolo[2,3-c]pyrrol-5-yl]-3,4-dihydro-2H-1-benzopyran-3-yl]-3-amino-6-methylthieno[2,3-b]pyridine-2-carboxamide